8-((2-(2,6-dioxopiperidin-3-yl)-1-oxoisoindolin-4-yl)(methyl)amino)octanoic acid O=C1NC(CCC1N1C(C2=CC=CC(=C2C1)N(CCCCCCCC(=O)O)C)=O)=O